3-phenyl-1-(2-methylphenyl)-3,4-dihydro-1H-benzopyrano[4,3-d]pyrimidine C1(=CC=CC=C1)N1CN(C2=C(C1)COC1=C2C=CC=C1)C1=C(C=CC=C1)C